((4aR,8aS)-1-(4-fluorophenyl)-6-((1-propyl-1H-1,2,3-triazol-5-yl)sulfonyl)-4,4a,5,6,7,8,8a,9-octahydro-1H-pyrazolo[3,4-g]isoquinolin-4a-yl)(thiazol-2-yl)methanone FC1=CC=C(C=C1)N1N=CC2=C1C[C@@H]1CCN(C[C@]1(C2)C(=O)C=2SC=CN2)S(=O)(=O)C2=CN=NN2CCC